(S*)-12-(5-(1H-benzo[d]imidazol-5-yl)-1H-imidazol-2-yl)-7-chloro-8-fluoro-13,14-dihydro-2H-spiro[benzo[5,6]azocino[4,3-g]indolizine-3,1'-cyclopropane]-1,10(4H,12H)-dione N1C=NC2=C1C=CC(=C2)C2=CN=C(N2)C2CN1C(CC3(CC3)[C@H]1C1=C2C=2C(=C(C=NC1)Cl)C(=CC(C2)=O)F)=O |o1:22|